Cl.Cl.ClC1=CC=C(C=C1)C=1N=C2N(C=CC=C2)C1CN1CC2CCC(C1)N2 2-(4-chlorophenyl)-3-(3,8-diazabicyclo[3.2.1]oct-3-ylmethyl)imidazo[1,2-a]pyridine dihydrochloride